rac-methyl (5aR,6S,7R,8aR)-8a-hydroxy-3-methoxy-5a-(4-methoxyphenyl)-8-oxo-6-phenyl-5a,7,8,8a-tetrahydro-6H-cyclopenta[4,5]furo[3,2-b]pyridine-7-carboxylate O[C@@]12[C@@](OC=3C1=NC=C(C3)OC)([C@@H]([C@H](C2=O)C(=O)OC)C2=CC=CC=C2)C2=CC=C(C=C2)OC |r|